BrC=1C(=CC(=C(C=O)C1)F)OCC 5-bromo-4-ethoxy-2-fluorobenzaldehyde